tert-butyl 4-(7-((1H-indol-4-yl)amino)-1-methyl-6,7-dihydro-5H-benzo[c][1,2,3]triazolo[1,5-a]azepin-9-yl)-3,6-dihydropyridine-1(2H)-carboxylate N1C=CC2=C(C=CC=C12)NC1C2=C(C=3N(CC1)N=NC3C)C=CC(=C2)C=2CCN(CC2)C(=O)OC(C)(C)C